ClC1=CC(=C2C(=N1)N(N=C2)[C@H]2[C@@H]([C@@H]([C@H](O2)COCP(O)(O)=O)O)O)N[C@@H](C)C2=CC(=CC=C2)F ({[(2R,3S,4R,5R)-5-(6-chloro-4-{[(1S)-1-(3-fluorophenyl)ethyl]amino}-1H-pyrazolo[3,4-b]pyridin-1-yl)-3,4-dihydroxyoxolan-2-yl]methoxy}methyl)phosphonic acid